3-bromo-7-chlorodibenzo[b,d]thiophene-1,2,4,6,8,9-d6 BrC1=C(C(=C2C(SC3=C2C(=C(C(=C3[2H])Cl)[2H])[2H])=C1[2H])[2H])[2H]